OC(=O)C(F)(F)F.CNC(=O)C1CNC1 N-methylazetidine-3-carboxamide TFA salt